(R)-4-(7-(3-aminopiperidin-1-yl)-3-(benzo[d]thiazol-5-yl)-3H-imidazo[4,5-b]pyridin-2-yl)-2-fluorobenzonitrile N[C@H]1CN(CCC1)C1=C2C(=NC=C1)N(C(=N2)C2=CC(=C(C#N)C=C2)F)C=2C=CC1=C(N=CS1)C2